4-(5H-imidazo[1,5-b]isoindol-5-yl)-2,2-dimethyl-cyclobutanol C=1N=CN2C(C=3C=CC=CC3C21)C2CC(C2O)(C)C